COC1=C(C=C(C=N1)C1=CC=C(C(=N1)C1=CC=C(C=C1)C)C(=O)NS(=O)(=O)C=1C(=NC=CC1)OC)C 6-(6-Methoxy-5-methyl-3-pyridyl)-N-[(2-methoxy-3-pyridyl)sulfonyl]-2-(p-tolyl)pyridin-3-carboxamid